methyl 5-((7-hydroxy-3-iodo-5-((methoxycarbonyl)amino)-1H-pyrazolo[4,3-d]pyrimidin-1-yl)methyl)-4-methoxypicolinate OC=1C2=C(N=C(N1)NC(=O)OC)C(=NN2CC=2C(=CC(=NC2)C(=O)OC)OC)I